N1=C(N=CC2=C1CCNC2)N2CCN(CC2)CCOCCOCCOCCOCCOCCC=O 1-(4-{5H,6H,7H,8H-pyrido[4,3-d]pyrimidin-2-yl}piperazin-1-yl)-3,6,9,12,15-pentaoxaoctadecan-18-one